1-(4-fluorophenyl)-N-(5-azaspiro[2.4]hept-7-yl)-3,4-dihydroisoquinoline-2(1H)-carboxamide FC1=CC=C(C=C1)C1N(CCC2=CC=CC=C12)C(=O)NC1CNCC12CC2